2-chloro-4-((2-ethyl-6-methyl-5-oxo-2,3,5,6-tetrahydro-1H-[1,4]oxazino[2,3-c]quinolin-9-yl)amino)nicotinonitrile ClC1=C(C#N)C(=CC=N1)NC1=CC=2C3=C(C(N(C2C=C1)C)=O)OCC(N3)CC